C1(CC1)CS(=O)(=O)C#CC=1C=C(OC2=C(N=NN2)C(=O)O)C=C(C1)F 5-(3-(((cyclopropylmethyl)sulfonyl)ethynyl)-5-fluorophenoxy)-1H-1,2,3-triazole-4-carboxylic acid